N-(3-chloro-6-methylpyrazolo[1,5-a]pyridin-5-yl)-1-(1-oxo-1,2-dihydroisoquinolin-5-yl)-5-trifluoromethyl-1H-pyrazole-4-carboxamide ClC=1C=NN2C1C=C(C(=C2)C)NC(=O)C=2C=NN(C2C(F)(F)F)C2=C1C=CNC(C1=CC=C2)=O